Lithium 3-fluoro-4-methylphenoxide FC=1C=C([O-])C=CC1C.[Li+]